C(C=C)(=O)C1=C(C(NC(N1)=O)=O)C acryloyl-methyluracil